5-(3-furoyl)amino-3-(1-isobutylpiperidin-4-yl)-1H-indole O1C=C(C=C1)C(=O)NC=1C=C2C(=CNC2=CC1)C1CCN(CC1)CC(C)C